decyl L-phenylalaninate N[C@@H](CC1=CC=CC=C1)C(=O)OCCCCCCCCCC